dicyanoethanol phosphorothioate P(O)(O)(=S)OC(C)(C#N)C#N